NCCNC1=NC(=NC(=C1)NC=1SC(=CN1)C1CCC1)CC N4-(2-aminoethyl)-N6-(5-cyclobutylthiazol-2-yl)-2-ethyl-pyrimidine-4,6-diamine